((2R,3S)-4-bromo-5-chloro-6-fluoro-3-methyl-2-(pyridin-2-yl)-2,3-dihydrobenzofuran-2-yl)methylamine BrC1=C(C(=CC2=C1[C@@H]([C@](O2)(C2=NC=CC=C2)CN)C)F)Cl